CC1=NC(=NO1)C1=C2C=C(N=CC2=C(N=C1)NC)NC(=O)C1CC1 N-(5-(5-methyl-1,2,4-oxadiazol-3-yl)-8-(methylamino)-2,7-naphthyridin-3-yl)cyclopropanecarboxamide